ClC=1C=C2C(N(C=3N(C2=C(C1)C(C)NC1=C(C(=O)O)C=CC=C1)C=NC3C)C)=O ((1-(7-chloro-3,4-dimethyl-5-oxo-4,5-dihydroimidazo[1,5-a]quinazolin-9-yl)ethyl)amino)benzoic acid